2-[(2S,5S)-4-cyclobutyl-5-methylpiperazin-2-yl]ethane-1-thiol C1(CCC1)N1C[C@@H](NC[C@@H]1C)CCS